NC1=NC=2C=CC(=CC2C2=C1[C@H](OC2)C)C(=O)N(CC2=NC=C(C=C2)C(F)(F)F)[C@@H](C)[C@H](C)O (3R)-4-amino-N-((2S,3S)-3-hydroxy-2-butanyl)-3-methyl-N-((5-(trifluoromethyl)-2-pyridinyl)methyl)-1,3-dihydrofuro[3,4-c]quinoline-8-carboxamide